FC1=NC(=C(C=2N=C(N=C(C21)N2CC(C2)C)SC)F)F 1-(5,7-difluoro-8-fluoro-2-(methylthio)pyrido[4,3-d]pyrimidin-4-yl)-3-methylazetidine